BrC1=CC=C(C2=CC=CC=C12)C1=NC(=NC(=N1)C1=CC=CC=C1)C1=CC=CC=C1 2-(4-bromo-1-naphthyl)-4,6-diphenyl-1,3,5-triazine